CN1C=C(C=CC1=O)C#CC=1C=C(OC2=C(N=NN2)C(=O)O)C=CC1 5-(3-((1-methyl-6-oxo-1,6-dihydropyridin-3-yl)ethynyl)phenoxy)-1H-1,2,3-triazole-4-carboxylic acid